2-(1-(cyclopropylsulfonyl)-1H-pyrazol-4-yl)-N-(5-((1-(difluoromethyl)-1H-pyrazol-4-yl)ethynyl)-4-(9-methyl-3,9-diazaspiro[5.5]undec-3-yl)pyridin-2-yl)pyrimidin-4-amine C1(CC1)S(=O)(=O)N1N=CC(=C1)C1=NC=CC(=N1)NC1=NC=C(C(=C1)N1CCC2(CC1)CCN(CC2)C)C#CC=2C=NN(C2)C(F)F